OCC1(CCOCC1)NC(=O)C1=C(OC2=C1C=C(C=C2)OCC=2N=NC(=CC2)C)C N-(4-(hydroxymethyl)tetrahydro-2H-pyran-4-yl)-2-methyl-5-((6-methylpyridazin-3-yl)methoxy)benzofuran-3-carboxamide